FC1=CC=C(C=N1)C=1C(=C(C(=CC1)C1=CC=CC=C1)C#N)N1CCC(CC1)C1=NN=CN1C 4-(6-Fluoropyridin-3-yl)-3-[4-(4-methyl-4H-1,2,4-triazol-3-yl)piperidin-1-yl]-[1,1'-biphenyl]-2-carbonitrile